1-(tert-butyl) 2-methyl (2R,4R)-2-(2-(chloromethyl) allyl)-4-fluoropyrrolidine-1,2-dicarboxylate ClCC(C[C@]1(N(C[C@@H](C1)F)C(=O)OC(C)(C)C)C(=O)OC)=C